Methyl (R)-4-cyclopropyl-3-(N-(2-((2,2-dimethylcyclopentyl)oxy)-4-fluoro-5-(tetrazol-1-yl)phenyl)sulfamoyl)benzoate C1(CC1)C1=C(C=C(C(=O)OC)C=C1)S(NC1=C(C=C(C(=C1)N1N=NN=C1)F)O[C@H]1C(CCC1)(C)C)(=O)=O